BrC1=CC(=C(C(=C1)NC(C)C)C(C)=O)Cl 1-(4-bromo-2-chloro-6-(isopropylamino)phenyl)ethan-1-one